3,5-diethyl 4-((3R,4R,5S,6S)-3,4,5-tris(benzyloxy)-6-methyltetrahydro-2H-pyran-2-yl) 2,6-dimethyl-1,4-dihydropyridine-3,4,5-tricarboxylate CC=1NC(=C(C(C1C(=O)OCC)C(=O)OC1O[C@H]([C@@H]([C@H]([C@H]1OCC1=CC=CC=C1)OCC1=CC=CC=C1)OCC1=CC=CC=C1)C)C(=O)OCC)C